C(#C)C1CCC(CC1)CCOC1OCCCC1 2-(2-((1r,4r)-4-ethynylcyclohexyl)ethoxy)tetrahydro-2H-pyran